C(C)(C)(C)NC(=O)C1=CC2=C(C=N1)CN(C2)C2=NOC(C2)(C(F)(F)F)C2=CC(=CC(=C2)Cl)Cl N-(tert-butyl)-2-(5-(3,5-dichlorophenyl)-5-(trifluoromethyl)-4,5-dihydroisoxazol-3-yl)-2,3-dihydro-1H-pyrrolo[3,4-c]pyridine-6-carboxamide